methyl-2-((2-fluoro-4-(oxetan-3-yl)benzyl)oxy)-6-(piperidin-4-yl)pyridine CC=1C(=NC(=CC1)C1CCNCC1)OCC1=C(C=C(C=C1)C1COC1)F